8-(1-Difluoromethyl-1H-pyrazol-4-yl)-1-(3-fluoro-5-methoxypyridin-4-yl)-7-methoxy-3-methyl-1,3-dihydroimidazo[4,5-c]quinolin-2-one FC(N1N=CC(=C1)C1=CC=2C3=C(C=NC2C=C1OC)N(C(N3C3=C(C=NC=C3OC)F)=O)C)F